(S)-N-ethyl-2-nitro-N-(7'-(trifluoromethyl)spiro[cyclopropane-1,1'-isochroman]-4'-yl)benzenesulfonamide C(C)N(S(=O)(=O)C1=C(C=CC=C1)[N+](=O)[O-])[C@@H]1COC2(C3=CC(=CC=C13)C(F)(F)F)CC2